(R)-(4-(7-chloropyrazolo[1,5-a]pyridin-2-yl)-6,7-dihydro-1H-imidazo[4,5-c]pyridin-5(4H)-yl)(pyrazolo[1,5-a]pyridin-3-yl)methanone ClC1=CC=CC=2N1N=C(C2)[C@@H]2N(CCC1=C2N=CN1)C(=O)C=1C=NN2C1C=CC=C2